3-(4-(((7-fluorobenzo[d]thiazol-2-yl)(4-methoxyphenethyl)amino)-methyl)phenyl)-N-methylpropiolamide FC1=CC=CC=2N=C(SC21)N(CCC2=CC=C(C=C2)OC)CC2=CC=C(C=C2)C#CC(=O)NC